4-[5-amino-8-(3,8-diazabicyclo[3.2.1]octan-3-yl)-4-fluoro-6-methyl-2,7-naphthyridin-3-yl]-5-ethynyl-6-fluoro-naphthalen-2-ol NC1=C2C(=C(N=CC2=C(N=C1C)N1CC2CCC(C1)N2)C2=CC(=CC1=CC=C(C(=C21)C#C)F)O)F